(2,3-DIFLUORO-4-PROPYLPHENYL)-BORONIC ACID FC1=C(C=CC(=C1F)CCC)B(O)O